NCCCC1CC(N(C1)C(=O)OC(C)(C)C)(CCC)C tert-Butyl 4-(3-aminopropyl)-2-methyl-2-propyl-pyrrolidine-1-carboxylate